4-(5-(3-((6-(3-Carboxypropanoyl)naphthalen-2-yl)oxy)propoxy)-4-fluoro-6-methoxybenzo[b]thiophen-2-yl)-2,2-dimethyl-4-oxobutanoic acid C(=O)(O)CCC(=O)C=1C=C2C=CC(=CC2=CC1)OCCCOC1=C(C2=C(SC(=C2)C(CC(C(=O)O)(C)C)=O)C=C1OC)F